3-(2-bromophenyl)-2,2-dimethylpropan-1-amine BrC1=C(C=CC=C1)CC(CN)(C)C